2-{3-[2-(methoxymethoxy)phenyl]cinnolin-6-yl}-7-azaspiro[3.5]nonane-7-carboxylic acid tert-butyl ester C(C)(C)(C)OC(=O)N1CCC2(CC(C2)C=2C=C3C=C(N=NC3=CC2)C2=C(C=CC=C2)OCOC)CC1